C1(CCC1)N1CC2(CN(C2)C=2C=CC(=NC2)C2=NNC(=C2CC(F)(F)F)C=2C=C(C=3N(C2)N=CN3)OC)C1 6-(3-(5-(6-cyclobutyl-2,6-diazaspiro[3.3]hept-2-yl)pyridin-2-yl)-4-(2,2,2-trifluoroethyl)-1H-pyrazol-5-yl)-8-methoxy-[1,2,4]triazolo[1,5-a]pyridine